[F-].S1C(=CC=C1)C(=N)N thiopheneformamidine fluoride salt